ClC1=C(C=CC(=C1)F)C=1C(=NN(C1NC1=C(C=CC=C1[N+](=O)[O-])F)C)CC 4-(2-Chloro-4-fluorophenyl)-N-(2-fluoro-6-nitrophenyl)-3-ethyl-1-methyl-1H-pyrazol-5-amine